(2S)-1-[(13Z)-docos-13-en-1-yloxy]-3-(Hexyloxy)-N,N-Dimethylpropan-2-amine C(CCCCCCCCCCC\C=C/CCCCCCCC)OC[C@H](COCCCCCC)N(C)C